ClC1=CC=C(C=C1)C1=CC(=NC(=N1)C=1C=NC=CC1)NCCC 6-(4-chlorophenyl)-N-propyl-2-(pyridin-3-yl)pyrimidin-4-amine